NC1=C(C=C(C=N1)C=1C=NC(=CC1)F)C(=O)N[C@@H]1[C@H](CCC1)OCC1=CC=C(C=C1)C1=CC=2CCCC(C2C=C1)N1CCN(CC1)CCO 6-amino-6'-fluoro-N-{(1S,2S)-2-[(4-{5-[4-(2-hydroxyethyl)piperazin-1-yl]-5,6,7,8-tetrahydronaphthalen-2-yl}phenyl)methoxy]cyclopentyl}[3,3'-bipyridine]-5-carboxamide